FC1=C(C=CC(=C1F)B1OC(C(O1)(C)C)(C)C)C=1C(=NN(C1)COCC[Si](C)(C)C)C1=CC=CC=C1 4-(2,3-difluoro-4-(4,4,5,5-tetramethyl-1,3,2-dioxaborolan-2-yl)phenyl)-3-phenyl-1-((2-(trimethylsilyl)ethoxy)methyl)-1H-pyrazole